C1(CC1)C1=NOC(C1)C(=O)OC methyl 3-cyclopropyl-4,5-dihydroisoxazole-5-carboxylate